8-(3-methoxy-1-(tetrahydro-2H-pyran-2-yl)-1H-pyrazolo[3,4-b]pyrazin-6-yl)-2-(4-(trifluoromethyl)pyrimidin-2-yl)-2,8-diazaspiro[4.5]decan-3-one COC1=NN(C2=NC(=CN=C21)N2CCC1(CC(N(C1)C1=NC=CC(=N1)C(F)(F)F)=O)CC2)C2OCCCC2